7-chloro-6-fluoro-4-hydroxy-1-(2-isopropyl-4-(trifluoromethyl)pyridin-3-yl)-3-nitro-1,8-naphthyridine-2(1H)-one ClC1=C(C=C2C(=C(C(N(C2=N1)C=1C(=NC=CC1C(F)(F)F)C(C)C)=O)[N+](=O)[O-])O)F